ClC1=CC(=CN1C)C(=O)NCC#CC1=NN2C(C=CC=C2N[C@H]2[C@H](CN(CC2)C)F)=C1CC(F)(F)F 5-chloro-N-(3-(7-{[(3S,4R)-3-fluoro-1-methylpiperidin-4-yl]amino}-3-(2,2,2-trifluoroethyl)pyrazolo[1,5-a]pyridin-2-yl)prop-2-yn-1-yl)-1-methyl-1H-pyrrole-3-carboxamide